(2S,4R)-N-[(S)-(4-cyclopropyl-3-fluorophenyl)(phenyl)methyl]-4-fluoro-1-[2-(1H-1,2,3-triazol-5-yl)acetyl]pyrrolidine-2-carboxamide C1(CC1)C1=C(C=C(C=C1)[C@@H](NC(=O)[C@H]1N(C[C@@H](C1)F)C(CC1=CN=NN1)=O)C1=CC=CC=C1)F